OP(O)OP(O)O.C1(=CC=CC=C1)C1=C(C=CC(=C1)C(C)(C)C1=CC=C(C=C1)O)O phenyl-(4,4'-isopropylidenediphenol) diphosphite